rel-(1aR,7R,7aR,7bS)-1,1,7,7a-Tetramethyl-1a,2,4,5,6,7,7a,7b-octahydro-1H-cyclopropa[a]-naphthalene CC1([C@@H]2[C@H]1CC=C1CCC[C@H]([C@]21C)C)C |o1:2,3,10,11|